methyl 5-(3,3-difluorocyclobutyl)-1-(oxan-2-yl)-4-oxo-1H,4H,5H-pyrazolo[4,3-c]pyridine-7-carboxylate FC1(CC(C1)N1C(C2=C(C(=C1)C(=O)OC)N(N=C2)C2OCCCC2)=O)F